Iminothiocarbamic acid methyl ester COC(N=N)=S